FC(CN)(S(=O)(=O)C1=NC=CC=C1)F 2,2-difluoro-2-(pyridin-2-ylsulfonyl)ethan-1-amine